C1(CC1)C=1C=C(C(N(C1)C)=O)N=C=S 5-cyclopropyl-3-isothiocyanato-1-methylpyridin-2(1H)-one